5,10,15,20-tetrakis-(4-chlorophenyl)porphyrin nickel-lanthanum salt [La].[Ni].ClC1=CC=C(C=C1)C=1C2=CC=C(N2)C(=C2C=CC(C(=C3C=CC(=C(C=4C=CC1N4)C4=CC=C(C=C4)Cl)N3)C3=CC=C(C=C3)Cl)=N2)C2=CC=C(C=C2)Cl